(4-fluoro-1H-pyrazol-1-yl)-2-{[(1,2,3,5,6,7-hexahydro-s-indacen-4-yl)carbamoyl]oxy}propanoic acid ethyl ester C(C)OC(C(C)(OC(NC1=C2CCCC2=CC=2CCCC12)=O)N1N=CC(=C1)F)=O